(E)-2,4-difluoro-N-(2-methoxy-5-(4-(2-(4-oxopent-2-enoyl)-2,7-diazaspiro[3.5]nonan-7-yl)quinazolin-6-yl)pyridin-3-yl)benzenesulfonamide dodecandioate C(CCCCCCCCCCC(=O)O)(=O)O.FC1=C(C=CC(=C1)F)S(=O)(=O)NC=1C(=NC=C(C1)C=1C=C2C(=NC=NC2=CC1)N1CCC2(CN(C2)C(\C=C\C(C)=O)=O)CC1)OC